C1(CCC1)NC(C(=O)O)C 2-(CYCLOBUTYLAMINO)PROPANOIC ACID